methyl 2-(4-(1-amino-2-methyl-1-oxopropan-2-yl) phenyl)-2-methylpropionate NC(C(C)(C)C1=CC=C(C=C1)C(C(=O)OC)(C)C)=O